FC=1C(=NC=C(C1)C)NC1CCC(CC1)OC1=C2C=C(C=NC2=CC(=N1)N1CCOCC1)NS(=O)(=O)C N-[5-[4-[(3-fluoro-5-methyl-2-pyridyl)amino]cyclohexoxy]-7-morpholino-1,6-naphthyridin-3-yl]methanesulfonamide